C(C)(=O)OC(COC1=C(C=C(C=C1)I)C)(C)C (4-iodo-2-methylphenoxy)-tert-butyl acetate